[Au].[Hf].[Nb] niobium hafnium gold